2-(6-(((3S,4S)-3-fluoropiperidin-4-yl)(methyl)amino)-1,2,4-triazin-3-yl)-5-(1H-imidazol-1-yl)phenol F[C@H]1CNCC[C@@H]1N(C1=CN=C(N=N1)C1=C(C=C(C=C1)N1C=NC=C1)O)C